N1C=NC2=C1C=CC(=C2)C(CO)O (1,3-benzodiazol-5-yl)-1,2-ethanediol